cis-2,2,4,4-tetramethyl-1,3-cyclobutanediol CC1([C@H](C([C@H]1O)(C)C)O)C